C1(CCC1)NC1=NC=C(C(=C1)C(=O)NC[C@@H](O)[C@H]1N(CC2=CC(=CC=C2C1)O)C(=O)OC(C)(C)C)F tert-butyl (3S)-3-[(1R)-2-[[2-(cyclobutylamino)-5-fluoro-pyridine-4-carbonyl]amino]-1-hydroxy-ethyl]-7-hydroxy-3,4-dihydro-1H-isoquinoline-2-carboxylate